4-fluoro-1-[5-(methoxymethyl)-1,2-oxazole-4-carbonyl]-N-{phenyl[4-(propan-2-yl)phenyl]methyl}pyrrolidine-2-carboxamide FC1CC(N(C1)C(=O)C=1C=NOC1COC)C(=O)NC(C1=CC=C(C=C1)C(C)C)C1=CC=CC=C1